methyl (R)-4-(3-(tert-butoxycarbonyl)thioureido)chromane-6-carboxylate C(C)(C)(C)OC(=O)NC(N[C@@H]1CCOC2=CC=C(C=C12)C(=O)OC)=S